{6-[(6-{2-[(2R)-azetidin-2-yl]ethoxy}-2'-ethoxy[2,3'-bipyridin]-5-yl)oxy]-2-azaspiro[3.3]heptan-2-yl}(1-fluorocyclopentyl)methanone N1[C@H](CC1)CCOC1=C(C=CC(=N1)C=1C(=NC=CC1)OCC)OC1CC2(CN(C2)C(=O)C2(CCCC2)F)C1